C(C)(C)(C)NC(C(F)(F)C1=CC=C(S1)C(=O)NC1=CC(=C(C=C1)F)C)=O 5-(2-(tert-butylamino)-1,1-difluoro-2-oxoethyl)-N-(4-fluoro-3-methylphenyl)thiophene-2-carboxamide